C1=C(C)OS1(=O)=O 1-propene-1,2-sultone